4-(2-Oxoethyl)piperidine-1,4-dicarboxylic acid 1-tert-butyl 4-ethyl ester C(C)OC(=O)C1(CCN(CC1)C(=O)OC(C)(C)C)CC=O